methyl (E)-2-(2-acetoxy-1-((tert-butyldimethylsilyl)oxy)cyclooct-3-en-1-yl)acetate C(C)(=O)OC\1C(CCCC/C=C1)(O[Si](C)(C)C(C)(C)C)CC(=O)OC